4H-3,1-benzoxazin-4-one N1=COC(C2=C1C=CC=C2)=O